(R)-2-(hydrazinocarbonyl)pyrrolidine-1-carboxylic acid tert-butyl ester C(C)(C)(C)OC(=O)N1[C@H](CCC1)C(=O)NN